CN1N=C(C(=C1C)C1=CC(=CC=C1)B1OC(C(O1)(C)C)(C)C)C 1,3,5-trimethyl-4-(3-(4,4,5,5-tetramethyl-1,3,2-dioxaborolan-2-yl)phenyl)-1H-pyrazole